COC([C@@H](N)CC1=CN=CN1C(CCC(=O)O)=O)=O 3-succinyl-L-histidine methyl ester